OC1(CC1)C1CCN(CC1)C1=CC2=C(C[C@@](O2)(C)CO)C=C1NC(=O)C=1C=NN2C1N=CC=C2 N-[(2S)-6-[4-(1-hydroxycyclopropyl)-1-piperidyl]-2-(hydroxymethyl)-2-methyl-3H-benzofuran-5-yl]pyrazolo[1,5-a]pyrimidine-3-carboxamide